3-(1,2,3,4-tetrahydroquinolin-6-yl)piperidine-2,6-dione N1CCCC2=CC(=CC=C12)C1C(NC(CC1)=O)=O